5-(2-propoxybenzoyl)amino-3-(1-azabicyclo[5.4.0]undecan-4-yl)-benzothiophene C(CC)OC1=C(C(=O)NC=2C=CC3=C(C(=CS3)C3CCN4CCCCC4CC3)C2)C=CC=C1